OC1=C(C(=CC(=C1)C(F)(F)F)C)C=1C=CC=2C(N1)=NN(C2)[C@@H]2[C@H](COC2)O (3R,4S)-4-[6-[2-hydroxy-6-methyl-4-(trifluoromethyl)phenyl]pyrazolo[3,4-b]pyridin-2-yl]tetrahydrofuran-3-ol